cytosine-d N1C(=O)N=C(N[2H])C=C1